N[C@H]1CN(CCC1)C(=O)C=1C=C(C=2N(C1)N=C(C2C)C=2N(C1=C(C=CC=C1C2)C2CCN(CC2)C([C@H](C)OC)=O)CC2CC2)F (S)-1-(4-(2-(6-((R)-3-Aminopiperidine-1-carbonyl)-4-fluoro-3-methylpyrazolo[1,5-a]pyridin-2-yl)-1-(cyclopropylmethyl)-1H-indol-7-yl)piperidin-1-yl)-2-methoxypropan-1-one